BrC1=CC(=CN2C1=NC(=CC2=O)N2C[C@H](OCC2)C)C(=O)OC methyl 9-bromo-2-[(2R)-2-methylmorpholin-4-yl]-4-oxo-pyrido[1,2-a]pyrimidine-7-carboxylate